3-({[(4R)-7-[(5-Chloropyridin-2-yl)(methyl)amino]-3,4-dihydro-2H-1-benzopyran-4-yl]methyl}amino)pyridine-4-carboxylic acid methyl ester COC(=O)C1=C(C=NC=C1)NC[C@@H]1CCOC2=C1C=CC(=C2)N(C)C2=NC=C(C=C2)Cl